lithium nickel iron aluminum [Al].[Fe].[Ni].[Li]